((2-methoxyethyl)(methyl)amino)but-2-enoate COCCN(C)C(C(=O)[O-])=CC